NC1(CCN(CC1)C=1C2=C(C(=NC1)C=1C=CC3=C(N(C=N3)C)C1)C(NC2)=O)C 7-(4-amino-4-methylpiperidin-1-yl)-4-(1-methyl-1H-benzo[d]imidazol-6-yl)-1,2-dihydro-3H-pyrrolo[3,4-c]pyridin-3-one